OCCCC1=C(N(C2=CC=CC(=C12)C)C)C1=C(C=CC2=CC=C(C=C12)OC)O 1-(3-(3-hydroxypropyl)-1,4-dimethyl-1H-indol-2-yl)-7-methoxynaphthalen-2-ol